3-(1-oxo-5-(((1S,2R)-2-((S)-3-phenylpyrrolidin-1-yl)cyclohexyl)oxy)isoindolin-2-yl)piperidine-2,6-dione O=C1N(CC2=CC(=CC=C12)O[C@@H]1[C@@H](CCCC1)N1C[C@@H](CC1)C1=CC=CC=C1)C1C(NC(CC1)=O)=O